oxalic acid, hexadecyltrimethylammonium salt C(CCCCCCCCCCCCCCC)[N+](C)(C)C.C(C(=O)[O-])(=O)[O-].C(CCCCCCCCCCCCCCC)[N+](C)(C)C